2-{[(1S)-1-{4-[(4-acryloylpiperazin-1-yl)carbonyl]phenyl}ethyl]amino}-8-ethylpyrido[2,3-d]pyrimidin-7(8H)-one C(C=C)(=O)N1CCN(CC1)C(=O)C1=CC=C(C=C1)[C@H](C)NC=1N=CC2=C(N1)N(C(C=C2)=O)CC